O1C(=CC=C1)CN1C(=NC2=CC(=CC=C2C1)C(=O)O)NCC1=NC=C(C(=C1C)OC)C 3-(Furan-2-ylmethyl)-2-(((4-methoxy-3,5-dimethylpyridin-2-yl)methyl)amino)-3,4-dihydroquinazoline-7-carboxylic acid